CN1S(C=2N(C(C1)C(=O)OC)C(C(=C(C2C2=CC(=CC=C2)C(F)(F)F)CC2=CC=CC1=CC=CC=C21)CCC)=O)(=O)=O methyl 2-methyl-8-(naphthalen-1-ylmethyl)-6-oxo-7-propyl-9-(3-(trifluoromethyl)phenyl)-3,4-dihydro-2H,6H-pyrido[1,2-e][1,2,5]thiadiazine-4-carboxylate 1,1-dioxide